N1=C(N=CC2=C1C=CN2)N 5H-pyrrolo[3,2-d]pyrimidin-2-amine